(5-chloro-2-(2H-1,2,3-triazol-2-yl)phenyl)(2-((2-ethylbenzo[d]thiazol-6-yl)methyl)pyrazolidin-1-yl)methanone ClC=1C=CC(=C(C1)C(=O)N1N(CCC1)CC1=CC2=C(N=C(S2)CC)C=C1)N1N=CC=N1